BrCCN1C(NC2=CC=CC=C2C1=O)=O 3-(2-bromoethyl)quinazoline-2,4(1H,3H)-dione